COC1CNCC1C(F)(F)F 3-methoxy-4-(trifluoromethyl)pyrrolidin